N,N'-dipropargyl-3,3'-bicarbazole C(C#C)N1C2=CC=CC=C2C=2C=C(C=CC12)C=1C=CC=2N(C3=CC=CC=C3C2C1)CC#C